N-(2-{3-[(4-methanesulfonyl-2-methoxyphenyl)amino]prop-1-yn-1-yl}-3-[(trifluoromethyl)sulfanyl]pyrazolo[1,5-a]pyridin-7-yl)-1-methylpiperidin-4-amine CS(=O)(=O)C1=CC(=C(C=C1)NCC#CC1=NN2C(C=CC=C2NC2CCN(CC2)C)=C1SC(F)(F)F)OC